methyl 3-fluoro-2-methoxy-4-[1-methyl-4-(trifluoromethyl)imidazol-2-yl]benzoate FC=1C(=C(C(=O)OC)C=CC1C=1N(C=C(N1)C(F)(F)F)C)OC